ClC1=C(C=CC(=C1)C1CN(C1)C(=O)N1C[C@@H]2[C@@H](OCC(N2)=O)CC1)C1=CC=CC=C1 (4aR,8aS)-6-(3-(2-chloro-[1,1'-biphenyl]-4-yl)azetidine-1-carbonyl)hexahydro-2H-pyrido[4,3-b][1,4]oxazin-3(4H)-one